CC1=NN(C=C1)C1=CC=CC=C1 3-methyl-1-phenyl-1H-pyrazole